C(=C)OC(C1=CC=C(C(=O)OC=C)C=C1)=O terephthalic acid divinylester